C(CC)OC([C@@](NC(=O)OC(C)(C)C)(CC1=CC(=C(C=C1)OCCC)I)C)=O (S)-N-Boc-3-iodo-O-propyl-α-methyltyrosine propyl ester